O=C(C(C(=O)[O-])=O)C(=O)[O-].[Li+].[Li+] lithium diketosuccinate